[Si](C)(C)(C(C)(C)C)ON1CC(C(CC1)(C)C)O ((tert-butyldimethylsilyl)oxy)-4,4-dimethylpiperidin-3-ol